CC(C(=O)OCC)C(C)=O ethyl 2-methyl-3-ketobutyrate